2-Propenyl-(cyclohexyloxy) acetate C(C)(=O)OOC1C(CCCC1)C=CC